tert-butyl (5-((3-carbamoyl-6-chloro-5-ethylpyrazin-2-yl)amino)-2-fluorophenethyl)carbamate C(N)(=O)C=1C(=NC(=C(N1)CC)Cl)NC=1C=CC(=C(CCNC(OC(C)(C)C)=O)C1)F